C(C)(C)(C)OC(=O)N1CCC(CC1)C1=NNC2=CC=CC=C12.FC1CC(N(C1)C(CC1COC1)=O)C(=O)NC(C1=CC=C(C=C1)C(C)C)C1=CC=CC=C1 4-fluoro-1-[2-(oxetan-3-yl)acetyl]-N-{phenyl-[4-(prop-2-yl)phenyl]methyl}pyrrolidine-2-carboxamide tert-butyl-4-(1H-indazol-3-yl)piperidine-1-carboxylate